((((9H-fluoren-9-yl)methoxy)carbonyl)amino)acetic acid C1=CC=CC=2C3=CC=CC=C3C(C12)COC(=O)NCC(=O)O